tert-butyl 5-methyl-2,4-dioxo-3H-pyrimidine-1-carboxylate CC=1C(NC(N(C1)C(=O)OC(C)(C)C)=O)=O